CNN[C@@H](CCSC)C(=O)NNCC(=O)NC1=CC=C2C=CC3=CC=CC4=CC=C1C2=C34 2-(2-(methylaminomethionyl)hydrazino)-N-(pyrene-1-yl)acetamide